5'-(4-(9H-carbazol-9-yl)phenyl)-4'-(benzo[d]thiazol-2-yl)-4,4''-di(9H-carbazol-9-yl)-6'-(4-(3-methyl-9H-carbazol-9-yl)phenyl)-[1,1':2',1''-terphenyl]-3'-carbonitrile C1=CC=CC=2C3=CC=CC=C3N(C12)C1=CC=C(C=C1)C=1C(=C(C(=C(C1C1=CC=C(C=C1)N1C2=CC=CC=C2C=2C=C(C=CC12)C)C1=CC=C(C=C1)N1C2=CC=CC=C2C=2C=CC=CC12)C1=CC=C(C=C1)N1C2=CC=CC=C2C=2C=CC=CC12)C#N)C=1SC2=C(N1)C=CC=C2